C(CC)C(C(=O)O)=C 2-propylpropenoic acid